C1(CC1)C=1C(=CC(=C(C(=O)O)C1)F)COCC1(CN(C1)[C@H](CC)C1=CC(=CC(=C1)Cl)Cl)F (R)-5-cyclopropyl-4-(((1-(1-(3,5-dichlorophenyl)propyl)-3-fluoroazetidin-3-yl)methoxy)methyl)-2-fluorobenzoic acid